FC1(CNCC[C@@H]1CC1CC12N(CCC(C2)C(=O)N)C(=O)C2=NNC(=C2)C2=CC(=NC=C2F)OC)F (((S)-3,3-difluoropiperidin-4-yl)methyl)-4-(5-(5-fluoro-2-methoxypyridin-4-yl)-1H-pyrazole-3-carbonyl)-4-azaspiro[2.5]octane-7-carboxamide